FC(C1=NN=C(O1)C=1C=CC(=NC1)CN(S(=O)(=O)C1CCN(CC1)C1CN(C1)C(CO)=O)C=1C=C(C=CC1)C)F N-((5-(5-(difluoromethyl)-1,3,4-oxadiazol-2-yl)pyridin-2-yl)methyl)-1-(1-(2-hydroxyacetyl)azetidin-3-yl)-N-(m-tolyl)piperidine-4-sulfonamide